C(CC)OC(C)COC(C)CO dipropylene glycol e-n-Propyl ether